3-[(5S)-3-bromo-4,5-dihydroisoxazol-5-yl]-N-methyl-4-[[5-(trifluoromethyl)-2-pyridyl]amino]benzenesulfonamide BrC1=NO[C@@H](C1)C=1C=C(C=CC1NC1=NC=C(C=C1)C(F)(F)F)S(=O)(=O)NC